tert-butyl (S)-4-((2-(2-(azetidin-1-yl)-4-(methoxycarbonyl)phenyl)piperidin-1-yl)methyl)-5-methoxy-7-methyl-1H-indole-1-carboxylate N1(CCC1)C1=C(C=CC(=C1)C(=O)OC)[C@H]1N(CCCC1)CC1=C2C=CN(C2=C(C=C1OC)C)C(=O)OC(C)(C)C